C(C)(C)N1C=CC=2C1=NC=CC2C2=C1CNC(C1=C(C=C2)NC2=NC=C(C=C2)N2CCN(CC2)C)=O 4-(1-isopropylpyrrolo[2,3-b]pyridin-4-yl)-7-[[5-(4-methylpiperazin-1-yl)-2-pyridyl]amino]isoindolin-1-one